2-(1-ethoxyvinyl)-3,5-difluoro-4-(1-(tetrahydro-2H-pyran-2-yl)-1H-pyrazol-4-yl)aniline C(C)OC(=C)C1=C(N)C=C(C(=C1F)C=1C=NN(C1)C1OCCCC1)F